C(CCCCCCCCCCCCCCCCCCC(=O)O)(=O)O.C(CCCCCCCCCCCCCCC(C)C)(=O)OCC(O)CO glyceryl isostearate eicosanedioate